tert-butyl 1,4,6,7-tetrahydro-5H-imidazo[4,5-c]pyridine-5-carboxylate N1C=NC=2CN(CCC21)C(=O)OC(C)(C)C